N-Isopropyl-5-methyl-2-[5-(methylsulfonyl)-3,4'-bipyridin-2'-yl]-1H-imidazole-4-carboxamide C(C)(C)NC(=O)C=1N=C(NC1C)C1=NC=CC(=C1)C=1C=NC=C(C1)S(=O)(=O)C